tert-butyl (2S,4S)-2-(2-((tert-butyldimethylsilyl)oxy)ethyl)-4-(8-chloro-7-(8-chloronaphthalen-1-yl)-6-fluoro-4-(methylthio)-1H-pyrazolo[4,3-c]quinolin-1-yl)piperidine-1-carboxylate [Si](C)(C)(C(C)(C)C)OCC[C@H]1N(CC[C@@H](C1)N1N=CC=2C(=NC=3C(=C(C(=CC3C21)Cl)C2=CC=CC1=CC=CC(=C21)Cl)F)SC)C(=O)OC(C)(C)C